Cl.C1(CC1)N(C(=O)C1=NOC2=C1CNCC2)C N-cyclopropyl-N-methyl-4,5,6,7-tetrahydroisoxazolo[4,5-c]pyridine-3-carboxamide hydrochloride